C(C)OC(=O)C=1SC=NN1 1,3,4-thiadiazole-2-carboxylic acid ethyl ester